tert-Butyl 4-[2-ethoxy-2-oxo-1-[[4-(2-trimethylsilylethynyl)phenyl]methyl]ethyl]piperidine-1-carboxylate C(C)OC(C(CC1=CC=C(C=C1)C#C[Si](C)(C)C)C1CCN(CC1)C(=O)OC(C)(C)C)=O